FC(C=1OC(=NN1)C=1C=NC(=CC1)CN1N=NC(=C1)C1(CCN(CC1)C)F)F 2-(difluoromethyl)-5-(6-((4-(4-fluoro-1-methylpiperidin-4-yl)-1H-1,2,3-triazol-1-yl)methyl)pyridin-3-yl)-1,3,4-oxadiazole